NC1=C(C=C(C=N1)NC(C(=O)N1C(CCC(C1)C)C1=CC=C(C=C1)O)=O)C N-(6-amino-5-methylpyridin-3-yl)-2-(2-(4-hydroxyphenyl)-5-methylpiperidin-1-yl)-2-oxoacetamide